N-((1S,2S)-2-(6-fluoro-2,3-dimethylphenyl)-1-(5-oxo-4,5-dihydro-1,3,4-oxadiazol-2-yl)propyl)-6,6-dimethyl-3-azabicyclo[3.1.0]hexane-3-sulfonamide FC1=CC=C(C(=C1[C@@H]([C@@H](C=1OC(NN1)=O)NS(=O)(=O)N1CC2C(C2C1)(C)C)C)C)C